(3-(6-cyano-1H-indol-3-yl)prop-2-yn-1-yl)carbamic acid tert-butyl ester C(C)(C)(C)OC(NCC#CC1=CNC2=CC(=CC=C12)C#N)=O